6-[1-(7-azaspiro[3.5]nonan-2-yl)-3-methyl-pyrazol-4-yl]-4-[(1R)-1-(2-pyridyl)ethoxy]pyrazolo[1,5-a]pyridine-3-carbonitrile C1C(CC12CCNCC2)N2N=C(C(=C2)C=2C=C(C=1N(C2)N=CC1C#N)O[C@H](C)C1=NC=CC=C1)C